FC=1C=C(OCCCCCC(=O)OCC)C=C(C1[C@H]1N([C@@H](CC2=C1NC1=CC=CC=C21)C)CC(C)(C)F)F ethyl 6-(3,5-difluoro-4-((1R,3R)-2-(2-fluoro-2-methylpropyl)-3-methyl-2,3,4,9-tetrahydro-1H-pyrido[3,4-b]indol-1-yl)phenoxy)hexanoate